N-(4-((2-(1,1-difluoroethyl)-6-methylpyrimidin-4-yl)amino)-5-(4-methyloxazol-2-yl)pyridin-2-yl)acetamide FC(C)(F)C1=NC(=CC(=N1)NC1=CC(=NC=C1C=1OC=C(N1)C)NC(C)=O)C